1-(6-Chloro-5-cyano-1H-benzoimidazol-2-yl)-1H-pyrazole ClC=1C(=CC2=C(NC(=N2)N2N=CC=C2)C1)C#N